NC1=C(C(=C(C(=C1F)F)N)F)F 1,4-diamino-2,3,5,6-tetrafluorobenzene